COCCNC=1C2=C(N=C(N1)NC1=CC=C(C=3OCCOC31)C(=O)N3CCC(CC3)N3CCOCC3)NC=C2C#N 4-((2-methoxyethyl)amino)-2-((8-(4-morpholino-piperidine-1-carbonyl)-2,3-dihydro-benzo[b][1,4]dioxin-5-yl)amino)-7H-pyrrolo[2,3-d]pyrimidine-5-carbonitrile